FC=1C=C(C(=NC1)O)C(=O)O 5-fluoro-2-hydroxy-pyridine-3-carboxylic acid